OC=1C=C(C=CC1O)C=CC1=NC2=C(C(=CC=C2C=C1)C(=O)C=1C=NC=CC1)O [2-[2-(3,4-Dihydroxyphenyl)vinyl]-8-hydroxyquinolin-7-yl]-pyridin-3-yl-methanone